FC1=C(C=CC=C1[N+](=O)[O-])CCN 2-(2-fluoro-3-nitrophenyl)ethane-1-amine